FC=1C(=NC(=NC1)N1CCC(CC1)C(=O)N1OCC[C@H]1C=1N=C(SC1)C)C(=O)N 5-Fluoro-2-[4-[(3S)-3-(2-methylthiazol-4-yl)isoxazolidine-2-carbonyl]-1-piperidyl]pyrimidine-4-carboxamide